ClC=1C=C(C=CC1)CCC=1C=C2C=CC(=C(C2=CC1)N=NC1=CC=C(C=C1)C=CC(=O)C1=CC=C(C=C1)N=NC1=C(C=CC2=CC(=CC=C12)CCC1=CC(=CC=C1)C(F)(F)F)O)O 3-[4-[[6-[2-(3-Chlorophenyl)ethyl]-2-hydroxynaphthalen-1-yl]diazenyl]phenyl]-1-[4-[[2-hydroxy-6-[2-[3-(trifluoromethyl)phenyl]ethyl]naphthalen-1-yl]diazenyl]phenyl]prop-2-en-1-one